FC=1C=C(C=CC1F)CNC(C1=CC=C(S1)C1=C(C(=NC(=C1C(N)=O)CC(C)C)CCC1=CC=C(C=C1)F)C1=NC(=NO1)C)=O N-(3,4-difluorophenyl)methyl-5-{5-carbamoyl-2-[2-(p-fluorophenyl)ethyl]-6-isobutyl-3-(3-methyl-1,2,4-oxadiazol-5-yl)-4-pyridyl}-2-thenamide